CC1=CC=C(C=C1)CC(=O)NCCC1=CCCCC1 (4-methylphenyl)-N-[(cyclohexene-1-yl)ethyl]acetamide